(E)-1-(4-((4-amino-7-(1-hydroxypropan-2-yl)-5-(4-phenoxyphenyl)-7H-pyrrolo[2,3-d]pyrimidin-6-yl)ethynyl)-4-hydroxypiperidin-1-yl)-4-(dimethylamino)but-2-en-1-one NC=1C2=C(N=CN1)N(C(=C2C2=CC=C(C=C2)OC2=CC=CC=C2)C#CC2(CCN(CC2)C(\C=C\CN(C)C)=O)O)C(CO)C